NC[C@@](CO)(C)S(=O)(=O)C1(CC1)CN1C(C2=C(CC1)C(=NN2C)C(=O)NCC2=CC=C(C=C2)Cl)=O (R)-6-((1-((1-Amino-3-hydroxy-2-methylpropan-2-yl)sulfonyl)cyclopropyl)methyl)-N-(4-chlorobenzyl)-1-methyl-7-oxo-4,5,6,7-tetrahydro-1H-pyrazolo[3,4-c]pyridine-3-carboxamide